C(C1=CC=CC=C1)N1CCC2(CC1)COC1=C2C=C(C(=C1)C(=O)O)C(=O)O benzyl-2H-spiro[benzofuran-3,4'-piperidine]-5,6-dicarboxylic acid